O[C@@H]([C@H](CO[C@H]1O[C@@H]([C@@H]([C@@H]([C@H]1O)O)O)CO)NC(CCCCCCCCCCC1CNCC1)=O)[C@@H](CCCCCCCCCCCCCC)O N-((2S,3S,4R)-3,4-dihydroxy-1-(((2S,3R,4S,5R,6R)-3,4,5-trihydroxy-6-(hydroxymethyl)tetrahydro-2H-pyran-2-yl)oxy)octadecan-2-yl)-11-(pyrrolidin-3-yl)undecanamide